2-(5-(5-fluoropentyl)-3,6-dimethoxypyridin-2-yl)ethan-1-amine FCCCCCC=1C=C(C(=NC1OC)CCN)OC